C(#N)C1=C(C=C(C2=C1CCO2)C2=NC=C(C=C2)C(C)C)NCC(C(=O)O)=C 2-[[[4-cyano-7-(5-isopropyl-2-pyridinyl)-2,3-dihydrobenzofuran-5-yl]amino]methyl]prop-2-enoic acid